The molecule is an acetylenic compound that is acetylene in which the hydrogens are replaced by carboxy groups. It is a C4-dicarboxylic acid and an acetylenic compound. It is a conjugate acid of an acetylenedicarboxylate(1-). C(#CC(=O)O)C(=O)O